3-(1-(3-chlorophenyl)-2-hydroxyethyl)urea ClC=1C=C(C=CC1)C(CO)NC(N)=O